BrC1=C(C(=O)OC)C(=CC=C1)OC=1C=NC(=CC1)[N+](=O)[O-] methyl 2-bromo-6-((6-nitropyridin-3-yl)oxy)benzoate